2-((2-ethyl-5-(4-(2-(3-hydroxyazetidin-1-yl)-2-oxoethyl)piperazin-1-yl)furo[3,2-b]pyridin-3-yl)(methyl)amino)-4-(4-fluorophenyl)thiazole-5-carbonitrile C(C)C1=C(C2=NC(=CC=C2O1)N1CCN(CC1)CC(=O)N1CC(C1)O)N(C=1SC(=C(N1)C1=CC=C(C=C1)F)C#N)C